din-octadecyl-amine C(CCCCCCCCCCCCCCCCC)NCCCCCCCCCCCCCCCCCC